OC1(CC(C1)NC=1C2=C(C(=NN1)C1=C(C=C(C=C1)C(F)(F)F)O)CCC2)C 2-(4-(((cis)-3-hydroxy-3-methylcyclobutyl)amino)-6,7-dihydro-5H-cyclopenta[d]pyridazin-1-yl)-5-(trifluoromethyl)phenol